4-(8-(2-(3-(azepan-1-yl)prop-1-yn-1-yl)pyridin-4-yl)-3,8-diazabicyclo[3.2.1]octan-3-yl)-6-(2-(methoxymethoxy)phenyl)pyridazin-3-amine N1(CCCCCC1)CC#CC1=NC=CC(=C1)N1C2CN(CC1CC2)C2=C(N=NC(=C2)C2=C(C=CC=C2)OCOC)N